(1R,3S,5R)-2-(2-(4-amino-6-(trifluoromethoxy)-9H-pyrimido[4,5-b]indol-9-yl)acetyl)-N-(6-bromopyridin-2-yl)-2-azabicyclo[3.1.0]hexane-3-carboxamide NC1=NC=NC=2N(C3=CC=C(C=C3C21)OC(F)(F)F)CC(=O)N2[C@@H]1C[C@@H]1C[C@H]2C(=O)NC2=NC(=CC=C2)Br